1-(2-chlorophenyl)-3-(1-isopropyl-5-oxopyrrolidine-3-yl)urea ClC1=C(C=CC=C1)NC(=O)NC1CN(C(C1)=O)C(C)C